C(C)(C)NC1=NC=CC(=C1)CN1C(N(C(C1(C)C)=O)C1=CC=C(C=C1)C12CC(C1)(C2)C)=O 1-((2-(isopropylamino)pyridin-4-yl)methyl)-5,5-dimethyl-3-(4-(3-methylbicyclo[1.1.1]pentan-1-yl)phenyl)imidazolidine-2,4-dione